ClC(OC1=CC=C(C=C1)NC(=O)C1=CN(C(C(=C1)C=1C=NC=CC1)=O)C)(F)F N-[4-[chloro(difluoro)methoxy]phenyl]-1-methyl-6-oxo-5-(3-pyridinyl)pyridine-3-carboxamide